N1CC(C1)CC(=O)NC=1C=NC2=CC=C(C=C2C1)C=1N=CNC1C1=NC(=CC=C1)C 2-(azetidin-3-yl)-N-[6-[5-(6-methyl-2-pyridyl)-1H-imidazol-4-yl]-3-quinolyl]acetamide